C(C1=CC=CC=C1)(C1=CC=CC=C1)N1[C@H]([C@H](C1)O)C cis-1-benzhydryl-2-methylazetidin-3-ol